[I-].C[NH+](C)C N,N-dimethyl-methanaminium iodide